C(C)(=O)N1C2(CC2)CN(CC1)C=1C=C2CCN(C(C2=CC1)=O)C[C@@H](CN1CC2=CC=CC=C2CC1)O 6-(4-acetyl-4,7-diazaspiro[2.5]oct-7-yl)-2-[(2R)-3-(3,4-dihydro-1H-isoquinolin-2-yl)-2-hydroxy-propyl]-3,4-dihydroisoquinolin-1-one